tert-butyl (3R)-3-[2-[(4-nitrothiophene-2-carbonyl)amino]-6-(triisopropylsilyloxymethyl)benzimidazol-yl]azepane-1-carboxylate [N+](=O)([O-])C=1C=C(SC1)C(=O)NC=1NC2=C(N1)C=C(C=C2[C@@H]2CN(CCCC2)C(=O)OC(C)(C)C)CO[Si](C(C)C)(C(C)C)C(C)C